(2R,3S)-3-(benzoyloxy)oxolane-2-carboxylic acid C(C1=CC=CC=C1)(=O)O[C@@H]1[C@@H](OCC1)C(=O)O